(4'-naphthalen-1-yl-biphenyl-4-yl)-(4-naphthalen-2-yl-phenyl)amine C1(=CC=CC2=CC=CC=C12)C1=CC=C(C=C1)C1=CC=C(C=C1)NC1=CC=C(C=C1)C1=CC2=CC=CC=C2C=C1